2,2-difluoro-propan-1-amine hydrochloride Cl.FC(CN)(C)F